C1(CC1)CC(C(=O)NC)N1C(OCC1)=O 3-cyclopropyl-N-methyl-2-(2-oxooxazolidin-3-yl)propanamide